(2R)-2-(4-{2-chloro-3-[(8-cyano-4-{cyclopropyl[(4-methoxyphenyl)methyl]amino}pyrazolo[1,5-a][1,3,5]triazin-2-yl)amino]-5-(difluoromethoxy)phenyl}piperazin-1-yl)propanoic acid ClC1=C(C=C(C=C1NC1=NC=2N(C(=N1)N(CC1=CC=C(C=C1)OC)C1CC1)N=CC2C#N)OC(F)F)N2CCN(CC2)[C@@H](C(=O)O)C